ClC1=CC2=C(C=N1)N(C(N2C2CCC(CC2)NCCOC2=CC=NC1=CC(=C(C=C21)[N+](=O)[O-])C)=O)C 6-Chloro-3-methyl-1-((1s,4s)-4-((2-((7-methyl-6-nitroquinolin-4-yl)oxy)ethyl)amino)cyclohexyl)-1,3-dihydro-2H-imidazo[4,5-c]pyridin-2-one